CN1C(=NN=C1)C[C@@H](C)C=1C=C(C=CC1)NC(=O)C=1C2=C(NN1)CCC2 (R)-N-(3-(1-(4-Methyl-4H-1,2,4-triazol-3-yl)propan-2-yl)phenyl)-1,4,5,6-tetrahydrocyclopenta[c]pyrazole-3-carboxamide